7-(3-(1-isopropyl-1H-pyrazol-5-yl)-7,8-dihydro-1,6-naphthyridin-6(5H)-yl)-8-methyl-4H-pyrimido[1,2-b]pyridazin-4-one C(C)(C)N1N=CC=C1C=1C=NC=2CCN(CC2C1)C=1C(=CC=2N(N1)C(C=CN2)=O)C